BrCCC\C=C/CCCCC (4Z)-1-bromodec-4-ene